4-(3-methyl-4-(methylsulfonyl)phenyl)-1H-pyrazolo[4,3-c]pyridine-3-carbonitrile CC=1C=C(C=CC1S(=O)(=O)C)C1=NC=CC2=C1C(=NN2)C#N